Cl.C(C)OC1=C(CN2C[C@H](NCC2)C)C=C(C=C1)C(F)(F)F (R)-1-(2-ethoxy-5-(trifluoromethyl)benzyl)-3-methylpiperazine hydrochloride